di(t-butyl)amine C(C)(C)(C)NC(C)(C)C